2-(3-Chloropyridin-4-yl)-N-[4-(4-cyano-1H-pyrazol-1-yl)-3-sulfamoylphenyl]acetamide ClC=1C=NC=CC1CC(=O)NC1=CC(=C(C=C1)N1N=CC(=C1)C#N)S(N)(=O)=O